C(CCCCCC)C(C)CCCCCCC 2-heptylnonane